C(C)(C)NC1=CC=C(C=C1)NC1=CC=CC=C1 N-isopropyl-N'-phenyl-p-phenylenedi-amine